(R and S)-2-(2-chloro-5-(2-(((R)-((R)-8-cyano-1,2,3,4-tetrahydroquinoxalin-2-yl)(phenyl)methyl)amino)ethyl)phenyl)propanoic acid ClC1=C(C=C(C=C1)CCN[C@H](C1=CC=CC=C1)[C@@H]1NC2=C(C=CC=C2NC1)C#N)[C@H](C(=O)O)C |&1:29|